C1=CC=CC=2C3=CC=CC=C3C(C12)COC(=O)ON1C(CCC1=O)=O N-((9H-fluoren-9-ylmethoxy)carbonyloxy)succinimide